tert-butyl 4-(4-fluoro-3-nitrobenzyl)piperazine-1-carboxylate FC1=C(C=C(CN2CCN(CC2)C(=O)OC(C)(C)C)C=C1)[N+](=O)[O-]